(2S,4R)-4-hydroxy-N-(4-(4-methylthiazol-5-yl)benzyl)-1-((S)-5-oxopyrrolidine-2-carbonyl)pyrrolidine-2-carboxamide O[C@@H]1C[C@H](N(C1)C(=O)[C@H]1NC(CC1)=O)C(=O)NCC1=CC=C(C=C1)C1=C(N=CS1)C